6-bromo-4-oxo-3,4-dihydro-1,8-naphthyridine-1(2H)-carboxylic acid tert-butyl ester C(C)(C)(C)OC(=O)N1CCC(C2=CC(=CN=C12)Br)=O